C(C)(C)(C)OC(=O)N1C(C2=C(C=CC(=C2C1)C1=C2C(=NC=C1)N(C=C2)C)N)=O 7-amino-4-(1-methyl-1H-pyrrolo[2,3-b]pyridin-4-yl)-1-oxoisoindoline-2-carboxylic acid tert-butyl ester